Cl.COC1=C(C=CC=C1)S(=O)(=O)N 2-methoxybenzenesulphonamide hydrochloride